4-(3-Fluorophenyl)-1-(5-isobutyl-4-(4-(trifluoromethyl)phenyl)thiazol-2-yl)-3-methyl-1H-pyrazole-5-carboxylic acid FC=1C=C(C=CC1)C=1C(=NN(C1C(=O)O)C=1SC(=C(N1)C1=CC=C(C=C1)C(F)(F)F)CC(C)C)C